CCCCC(CC)C(=O)OCC(C)(C)COC(=O)C(CC)CCCC neopentyl glycol diethylhexanoate